O=C1NC(CCC1N1C(C2=CC=C(C=C2C1=O)NCCCCNS(=O)(=O)C1CNC1)=O)=O N-(4-((2-(2,6-Dioxopiperidin-3-Yl)-1,3-Dioxoisoindolin-5-Yl)Amino)Butyl)Azetidine-3-Sulfonamide